BrCC1=CC2=C(OCO2)C=C1Cl 5-(bromomethyl)-6-chlorobenzo[d][1,3]dioxole